ClC=1C(=C(C=CC1)C(C(=O)O)N1CC(C1)OCCCCCC1=NC=2NCCCC2C=C1)C1CC1 2-(3-chloro-2-cyclopropylphenyl)-2-(3-(5-(5,6,7,8-tetrahydro-1,8-naphthyridin-2-yl)pentyloxy)azetidin-1-yl)acetic acid